(S)-N-((S)-(5-fluoro-2-methoxyphenyl)(1-(phenylsulfonyl)-1H-indol-2-yl)methyl)-2-methylpropan-2-sulfinamide FC=1C=CC(=C(C1)[C@H](N[S@@](=O)C(C)(C)C)C=1N(C2=CC=CC=C2C1)S(=O)(=O)C1=CC=CC=C1)OC